[N+](=O)([O-])C1=CC=C(C=C1)OC([C@@H](N)CCCCN)=O Z-L-lysine 4-nitrophenyl ester